C(C(=C)C)(=O)OC12CCCCCCC(CC1)C2 bicyclo[6.2.1]undecanyl methacrylate